C(C)(C)(C)N(C(O)=O)[C@@H]1CC[C@H](CC1)O.C(C)(C)C1=C(C(=CC=C1)C(C)C)NC(C(CC1=CC=CC=C1)NC=1C=NC=CC1N1CCCC1)=O N-(2,6-diisopropylphenyl)-3-phenyl-2-((4-(pyrrolidin-1-yl)pyridin-3-yl)amino)propanamide Trans-tert-butyl-(4-hydroxycyclohexyl)carbamate